NCCCNC(=O)C1=NC(=CN=C1)C=1NC2=CC=CC=C2C1C N-(3-aminopropyl)-6-(3-methyl-1H-indol-2-yl)pyrazine-2-carboxamide